3-Methyl-5-((3-(trifluoromethyl)pyridin-2-yl)methyl)-7-(1-(2-(trifluoromethyl)pyridin-3-yl)piperidin-4-yl)pyrido[2,3-b]pyrazin-6(5H)-one CC1=CN=C2C(=N1)N(C(C(=C2)C2CCN(CC2)C=2C(=NC=CC2)C(F)(F)F)=O)CC2=NC=CC=C2C(F)(F)F